2-((6-bromo-2-methylpyridin-3-yl)sulfonyl)-6-(tetrahydro-2H-pyran-4-yl)-2,6-diazaspiro[3.3]heptane BrC1=CC=C(C(=N1)C)S(=O)(=O)N1CC2(C1)CN(C2)C2CCOCC2